OC1=CC=C2CCC(=C(C2=C1)C1=CC=C(C=C1)N1CCN(CC1)C(C)C)C=1C=C(C(=O)NC)C=CC1 3-(7-Hydroxy-1-(4-(4-isopropylpiperazin-1-yl)phenyl)-3,4-dihydronaphthalen-2-yl)-N-methylbenzamide